OC(CCCCCCCCCC=CC(=O)O)CCCCC 13-HYDROXYOCTADECENOIC ACID